O=C1NC(CCC1N1C(N(C2=C1C=CC=C2C2CN(C2)C(=O)OC(C)(C)C)C)=O)=O tert-butyl 3-(1-(2,6-dioxopiperidin-3-yl)-3-methyl-2-oxo-2,3-dihydro-1H-benzo[d]imidazol-4-yl)azetidine-1-carboxylate